The molecule is the organosulfate oxoanion formed by proton loss from the sulfate group of N-acetyl-6-O-sulfo-D-glucosamine. It is a conjugate base of a N-acetyl-6-O-sulfo-D-glucosamine. CC(=O)N[C@@H]1[C@H]([C@@H]([C@H](OC1O)COS(=O)(=O)[O-])O)O